C(OCC)(OCC)=O carbonic acid, Diethyl ester